4-methylsulfonylamino-3-((2,3',5'-trifluoro-[1,1'-biphenyl]-3-yl)methyl)-2-azabicyclo[4.1.0]heptane-2-carboxylic acid benzyl ester C(C1=CC=CC=C1)OC(=O)N1C2CC2CC(C1CC=1C(=C(C=CC1)C1=CC(=CC(=C1)F)F)F)NS(=O)(=O)C